2-methyl-1,4-naphthohydroquinone CC1=C(C2=CC=CC=C2C(=C1)O)O